5-((1S,5R)-1-(5-(4-fluoro-1-methylpiperidin-4-yl)-1,3,4-oxadiazol-2-yl)-5-(trifluoromethyl)-3-azabicyclo[3.1.0]hexan-3-yl)quinoline-8-carbonitrile FC1(CCN(CC1)C)C1=NN=C(O1)[C@@]12CN(C[C@]2(C1)C(F)(F)F)C1=C2C=CC=NC2=C(C=C1)C#N